6-[N-(5,6-diphenylpyrazin-2-yl)-N-isopropylamino]-2-hexenoic acid C1(=CC=CC=C1)C=1N=CC(=NC1C1=CC=CC=C1)N(C(C)C)CCCC=CC(=O)O